(1R,3S,4R)-2-((S)-2-chloro-9-hydroxy-9H-fluorene-9-carbonyl)-N-((S)-1-cyano-2-((R)-2-oxopiperidin-3-yl)ethyl)-5,5-difluoro-2-azabicyclo[2.2.2]octane-3-carboxamide ClC1=CC=2[C@@](C3=CC=CC=C3C2C=C1)(C(=O)N1[C@H]2CC([C@@H]([C@H]1C(=O)N[C@@H](C[C@@H]1C(NCCC1)=O)C#N)CC2)(F)F)O